The molecule is a member of the class of pyrimidones, the structure of which is that of perhydropyrimidine substituted at C-2, -4, -5 and -6 by oxo groups. It has a role as a hyperglycemic agent and a metabolite. It derives from a barbituric acid. C1(=O)C(=O)NC(=O)NC1=O